((2S,5R)-4-(1-(3-ethylquinoxalin-6-yl)ethyl)-2,5-dimethylpiperazin-1-yl)-4-methyl-2-(tetrahydro-2H-pyran-2-yl)-2,4-dihydro-5H-pyrazolo[4,3-b]pyridin-5-one C(C)C=1C=NC2=CC=C(C=C2N1)C(C)N1C[C@@H](N(C[C@H]1C)C=1N(N=C2C1N(C(C=C2)=O)C)C2OCCCC2)C